5-chloro-[1,2,4]triazolo[1,5-a]pyridine-7-carboxylic acid ClC1=CC(=CC=2N1N=CN2)C(=O)O